B(O)(F)F.C[Si](C)(C)[Li] (trimethylsilyl)lithium difluoroborate